FC1CN(C1)C(=O)OC(C)(C)C tert-butyl (3-fluoroazetidine-1-carboxylate)